1-(4-acetamidobenzyl)-4-phenethylpiperidine-4-carboxamide C(C)(=O)NC1=CC=C(CN2CCC(CC2)(C(=O)N)CCC2=CC=CC=C2)C=C1